NCC=1C=C(C=CC1)C=1C=C(C2=C(C(=CO2)COC2=C(C=CC(=C2)OC)CC(=O)O)C1)C 2-(2-((5-(3-(aminomethyl)phenyl)-7-methylbenzofuran-3-yl)methoxy)-4-methoxyphenyl)acetic acid